N-(4-fluoro-3-methylphenyl)-1-(2-fluoroethyl)-5-(2-(((1r,4r)-4-hydroxycyclohexyl)amino)-2-oxoacetyl)-2,4-dimethyl-1H-pyrrole-3-carboxamide FC1=C(C=C(C=C1)NC(=O)C1=C(N(C(=C1C)C(C(=O)NC1CCC(CC1)O)=O)CCF)C)C